technetate [Tc](=O)(=O)([O-])[O-]